The molecule is an alpha-amino-acid cation obtained by deprotonation of the carboxy group and protonation of the amino and guanidino groups of (2S,3R)-capreomycidine. It is a conjugate acid of a (2S,3R)-capreomycidine. C1C[NH+]=C(N[C@H]1[C@@H](C(=O)[O-])[NH3+])N